(S)-Cyanomethyl 2-(2-oxo-3-(pent-4-enamido)piperidin-1-yl)acetate O=C1N(CCC[C@@H]1NC(CCC=C)=O)CC(=O)OCC#N